1-(2-methyl-1-((2-(trimethylsilyl)ethoxy)methyl)-1H-benzo[d]imidazol-6-yl)ethan-1-one CC1=NC2=C(N1COCC[Si](C)(C)C)C=C(C=C2)C(C)=O